(S)-4-ethyl-8-fluoro-4-hydroxy-9-methoxy-11-propyl-1,12-dihydro-14H-pyrano[3',4':6,7]indolizino[1,2-b]quinoline-3,14(4H)-dione C(C)[C@]1(C(OCC=2C(N3CC=4C(=NC=5C=C(C(=CC5C4CCC)OC)F)C3=CC21)=O)=O)O